Ethyl 1-(3-chloro-6-(3-oxopropyl)pyrazin-2-yl)piperidine-4-carboxylate ClC=1C(=NC(=CN1)CCC=O)N1CCC(CC1)C(=O)OCC